The molecule is a lignan that is dihydrofuran-2(3H)-one (gamma-butyrolactone) substituted by a 3,4-methylenedioxybenzyl group at positions 3 and 4 (the 3R,4R-diastereoisomer). It has a role as a trypanocidal drug. It is a lignan, a gamma-lactone and a member of benzodioxoles. C1[C@@H]([C@H](C(=O)O1)CC2=CC3=C(C=C2)OCO3)CC4=CC5=C(C=C4)OCO5